5-(1-tosyl-1H-pyrrol-2-yl)-1,2,3,6-tetrahydropyridine S(=O)(=O)(C1=CC=C(C)C=C1)N1C(=CC=C1)C1=CCCNC1